1-methyl-N-[4-[[(2S)-2-[2-(4-morpholinyl)ethyl]-1-piperidinyl]sulfonyl]phenyl]-3-(trifluoromethyl)-1H-pyrazole-5-carboxamide CN1N=C(C=C1C(=O)NC1=CC=C(C=C1)S(=O)(=O)N1[C@@H](CCCC1)CCN1CCOCC1)C(F)(F)F